NC1(C(N([C@@H](C1)C)C(=O)OCC1=CC=CC=C1)CC1=C(C(=CC=C1)Br)F)CO benzyl (5R)-3-amino-2-[(3-bromo-2-fluorophenyl)methyl]-3-(hydroxymethyl)-5-methylpyrrolidine-1-carboxylate